N[C@H](C(=O)O)CC1=CC=C(C=C1)NC(=O)C1NC(NC(C1)=O)=O (2S)-2-amino-3-(4-(2,6-dioxohexahydropyrimidine-4-carboxamido)phenyl)propanoic acid